C(C1=CC=CC=C1)OCCO 2-Benzyloxy-ethanol